C(C1=CC=CC=C1)OC(=O)[C@H]1N(C([C@@H]1CCC(C=O)Br)=O)[Si](C)(C)C(C)(C)C (2S,3R)-3-(3-bromo-4-oxobutyl)-1-[tert-butyl-(dimethyl)silyl]-4-oxoazetidine-2-carboxylic acid benzyl ester